lithium cobalt nickel manganese oxygen [O].[Mn].[Ni].[Co].[Li]